CS(=O)(=NC1=NC(=CC(=C1)N1[C@@H](COCC1)C)C1=CC=NN1C)C (R)-dimethyl((6-(1-methyl-1H-pyrazol-5-yl)-4-(3-methylmorpholino)pyridin-2-yl)imino)-λ6-sulfanone